(azetidin-3-ylamino)butan N1CC(C1)NCCCC